rac-(1R,2S)-2-methylcyclopropane-1-carboxylic acid C[C@@H]1[C@@H](C1)C(=O)O |r|